CC1(OC(C1)N)C 2,2-dimethyloxetan-4-amine